C(C)S(=O)(=O)C1=CC=C(C=C1)[C@H](CO)NC(=O)C1=CC=C(C=C1)N1[C@@H](CCC(C1)C1=CC=C(C=C1)C(F)(F)F)C(=O)NOC (2S)-1-(4-(((R)-1-(4-(ethylsulfonyl)phenyl)-2-hydroxyethyl)carbamoyl)phenyl)-N-methoxy-5-(4-(trifluoromethyl)phenyl)piperidine-2-carboxamide